tert-butyl 6-bromo-3,3-dimethyl-2-oxoindoline-1-carboxylate BrC1=CC=C2C(C(N(C2=C1)C(=O)OC(C)(C)C)=O)(C)C